ClC=1C=C2C(=NC(N(C2=CC1C1=C(C=CC=C1O)F)C1=C(C=NC=C1)C1CC1)=O)N1CCN(CC1)C(C=C)=O 6-chloro-1-(3-cyclopropyl-4-pyridinyl)-7-(2-fluoro-6-hydroxyphenyl)-4-(4-(2-propenoyl)-1-piperazinyl)-2(1H)-quinazolinone